(7-formyl-6-methoxy-1H-benzoimidazol-2-ylsulfanyl)-acetic acid C(=O)C1=C(C=CC2=C1NC(=N2)SCC(=O)O)OC